COC=1C=C(C=CC1CN1CCN(CC1)C)N1N=C2C(=CC=CC2=C1)C(=O)N 2-{3-methoxy-4-[(4-methylpiperazin-1-yl)methyl]phenyl}-2H-indazole-7-carboxamide